C1[C@@H](O[C@@H](C1O)CO)N2C=NC3=C2NC(=NC3=S)N β-2'-deoxy-6-thioguanosine